5-bromo-2-fluoro-3-(trifluoromethyl)phenol BrC=1C=C(C(=C(C1)O)F)C(F)(F)F